2-(thioureidobutyl)-2-methyl-1,3-dioxolane N(C(=S)N)CCCCC1(OCCO1)C